3-(4-((4-(4-((3R,4S)-7-hydroxy-3-phenylchroman-4-yl)phenyl)piperazin-1-yl)methyl)-1-oxoisoindoline-2-yl)piperidine-2,6-dione OC1=CC=C2[C@@H]([C@@H](COC2=C1)C1=CC=CC=C1)C1=CC=C(C=C1)N1CCN(CC1)CC1=C2CN(C(C2=CC=C1)=O)C1C(NC(CC1)=O)=O